C(C)OC(\C=C/C(=O)O)=O.FC1CN(CCC1NC(C1=CC(=C(C=C1)NCC#C)OC)=O)C N-(3-fluoro-1-methylpiperidin-4-yl)-3-methoxy-4-(prop-2-yn-1-ylamino)benzamide Monoethyl-maleate